C(C)(C)(C)C1=CC=C(C(=N1)Cl)C(=O)NS(=O)(=O)C1=CC=CC(=N1)NC(CC[C@H]1CC(N(C1)C(=O)OC(C)(C)C)(C)C)C1=NC=CC=C1 tert-Butyl (4S)-4-[3-[[6-[(6-tert-butyl-2-chloro-pyridine-3-carbonyl)sulfamoyl]-2-pyridyl]amino]-3-(2-pyridyl)propyl]-2,2-dimethyl-pyrrolidine-1-carboxylate